t-Butyl peroxid C(C)(C)(C)OOC(C)(C)C